Methyl 2-(2-methoxypyridin-4-yl)propanoate COC1=NC=CC(=C1)C(C(=O)OC)C